ClC=1C=C2C(=C(C=NC2=CC1)C(=O)OC)C(C)C methyl 6-chloro-4-isopropylquinoline-3-carboxylate